ClC1=CC(=C(C=C1)/C(/C#N)=C/C1=C(C(=CC=C1)F)F)F (Z)-2-(4-chloro-2-fluorophenyl)-3-(2,3-difluorophenyl)acrylonitrile